6-Bromo-1-(2-chloro-5,6-difluoro-quinazolin-4-yl)-3,5-dihydro-2H-4,1-benzoxazepine BrC1=CC=CC2=C1COCCN2C2=NC(=NC1=CC=C(C(=C21)F)F)Cl